ethyl 4-cyclopropyl-3-{imidazo[1,5-a]pyridin-6-yl}-1,2-thiazole-5-carboxylate C1(CC1)C=1C(=NSC1C(=O)OCC)C=1C=CC=2N(C1)C=NC2